C[C@@H]1C=C([C@@H](N1C(=O)OC)CO[C@@H]1CC[C@@H](CC1)C1=CC=CC=C1)OS(=O)(=O)C(F)(F)F Methyl (2S,5R)-5-methyl-2-((((CIS)-4-phenylcyclohexyl)oxy)methyl)-3-(((trifluoromethyl)sulfonyl)oxy)-2,5-dihydro-1H-pyrrole-1-carboxylate